2-isobutyramido-6-methylisonicotinamide C(C(C)C)(=O)NC=1C=C(C(=O)N)C=C(N1)C